3-(3-dimethylamino-1-ethyl-2-methylpropyl)phenol CN(CC(C(CC)C=1C=C(C=CC1)O)C)C